(2S,3S)-2-methyl-N-Boc-3-hydroxypyrrolidine-2-carboxylate C[C@@]1(N(CC[C@@H]1O)C(=O)OC(C)(C)C)C(=O)[O-]